C(CCCCCCC\C=C/C\C=C/CCCCC)(=O)OCC1=CC(=CC(=C1)COC(CCC(CCCCCCC)OC(NCCN1CCCC1)=O)=O)COC(CCC(OCCCCCCCC)OCCCCCCCC)=O 3-(((4,4-bis(octyloxy)butanoyl)oxy)methyl)-5-(((4-(((2-(pyrrolidin-1-yl)ethyl)carbamoyl)oxy)undecanoyl)oxy)methyl)benzyl (9Z,12Z)-octadeca-9,12-dienoate